Butyl-Levulinat C(CCC)OC(CCC(=O)C)=O